(3-fluorophenyl)(trichloromethyl)sulfane FC=1C=C(C=CC1)SC(Cl)(Cl)Cl